2'-chloro-N-(5-(5-(difluoromethyl)-1-methyl-1H-pyrazole-4-carbonyl)-5,6-dihydro-4H-pyrrolo[3,4-d]thiazol-2-yl)-5'-methoxy-6-methyl-[4,4'-bipyridine]-3-carboxamide ClC1=NC=C(C(=C1)C1=C(C=NC(=C1)C)C(=O)NC=1SC2=C(N1)CN(C2)C(=O)C=2C=NN(C2C(F)F)C)OC